(S)-4-((2-methoxyethyl)(4-(5,6,7,8-tetrahydro-1,8-naphthyridin-2-yl)butyl)amino)-2-(quinazolin-4-ylamino)butanoic Acid COCCN(CC[C@@H](C(=O)O)NC1=NC=NC2=CC=CC=C12)CCCCC1=NC=2NCCCC2C=C1